1,2-difluoro-1-methylethylidene carbonate C1(OC(C(C)F)(F)O1)=O